(4aS,8aR)-4a-(2-thiophenyl)octahydro-2H-benzo[b][1,4]oxazine hydrochloride Cl.S1C(=CC=C1)[C@]12[C@H](OCCN1)CCCC2